1-(6-chloropyridazin-3-yl)cyclopropanecarbonitrile ClC1=CC=C(N=N1)C1(CC1)C#N